3-(5-((2-ethyl-5,7-dimethyl-3H-imidazo[4,5-b]pyridin-3-yl)methyl)pyrazin-2-yl)-3'-methylbiphenyl-4-carboxylic Acid C(C)C1=NC=2C(=NC(=CC2C)C)N1CC=1N=CC(=NC1)C=1C=C(C=CC1C(=O)O)C1=CC(=CC=C1)C